Cl.Cl.N[C@H](C(=O)C1=C(C2=NC(=CC(=C2S1)NCC=1OC=CC1)Cl)Br)C (2S)-2-amino-1-(3-bromo-5-chloro-7-{[(furan-2-yl)methyl]amino}thieno[3,2-b]pyridin-2-yl)propan-1-one dihydrochloride